(2R,4S)-4-(Dimethylamino)pyrrolidine-2-carboxylic acid CN([C@H]1C[C@@H](NC1)C(=O)O)C